tert-butyl 4-[(5-chloro-2-pyridyl)-cyclopropyl-methyl]-4-hydroxy-piperidine-1-carboxylate ClC=1C=CC(=NC1)C(C1(CCN(CC1)C(=O)OC(C)(C)C)O)C1CC1